4-(8-chloroimidazo[1,2-a]pyrazin-3-yl)-1-(2,2-difluoroethyl)pyrazole-3-carboxamide ClC=1C=2N(C=CN1)C(=CN2)C=2C(=NN(C2)CC(F)F)C(=O)N